(±)-1-(6-(2-((1-(Cyclopropylsulfonyl)piperidin-4-yl)amino)-5-fluoropyrimidin-4-yl)-8-fluoroquinolin-4-yl)ethanol C1(CC1)S(=O)(=O)N1CCC(CC1)NC1=NC=C(C(=N1)C=1C=C2C(=CC=NC2=C(C1)F)[C@@H](C)O)F |r|